magnesium lysine salt N[C@@H](CCCCN)C(=O)[O-].[Mg+2].N[C@@H](CCCCN)C(=O)[O-]